COC(C(C)C1=CC=2N(C3=CC=C(C=C3C2C=C1)N1CCOCC1)C(=O)OC(C)(C)C)=O tert-Butyl 2-(1-methoxy-1-oxopropan-2-yl)-6-morpholino-9H-carbazole-9-carboxylate